4-(aminomethyl)-pyridine NCC1=CC=NC=C1